(R)-1-(1-(2-(benzo[d][1,3]dioxol-5-ylamino)-5-methylpyrimidin-4-yl)-1H-pyrazol-4-yl)-3-(1-(3-chlorophenyl)-2-hydroxyethyl)urea O1COC2=C1C=CC(=C2)NC2=NC=C(C(=N2)N2N=CC(=C2)NC(=O)N[C@@H](CO)C2=CC(=CC=C2)Cl)C